3'-(p-Chlorobenzoyl)spiro(indoline-3,2'-oxiran)-2-one ClC1=CC=C(C(=O)C2C3(O2)C(NC2=CC=CC=C23)=O)C=C1